C[C@H]1O[C@H](CN(C1)C1=C2C=CC=NC2=C(C=C1)[N+](=O)[O-])C(=O)NC1CCN(CC1)C (2R,6R)-6-methyl-N-(1-methyl-4-piperidyl)-4-(8-nitro-5-quinolyl)morpholine-2-carboxamide